2-((4-(3-(dimethylamino)pyrrolidine-1-carbonyl)-2-methoxyphenyl)amino)-4-((2-(trifluoromethyl)phenyl)amino)pyrimidine-5-carboxamide CN(C1CN(CC1)C(=O)C1=CC(=C(C=C1)NC1=NC=C(C(=N1)NC1=C(C=CC=C1)C(F)(F)F)C(=O)N)OC)C